C(C)(C)(C)N(C(O)=O)C=1C(=NC=CC1)CN.C(=O)NCC1=NC=CC=C1NC(OC(C)(C)C)=O tert-butyl (2-(formamidomethyl)pyridin-3-yl)carbamate Tert-butyl-(2-(aminomethyl)pyridin-3-yl)carbamate